7,7'-dimethyl-[1,1'-binaphthyl]-2,2'-diamine CC=1C=CC2=CC=C(C(=C2C1)C=1C(=CC=C2C=CC(=CC12)C)N)N